heptadecane-9-yl 2-((3-(1H-imidazol-1-yl)propyl)carbamoyl)-4-((3-oxo-3-(tridecyloxy)propyl)thio)butanoate N1(C=NC=C1)CCCNC(=O)C(C(=O)OC(CCCCCCCC)CCCCCCCC)CCSCCC(OCCCCCCCCCCCCC)=O